N-[3-chloro-1-(3-pyridinyl)pyrazol-4-yl]-3-[(2,2-difluorocyclopropyl)methylthio]-N-ethyl-propanamide ClC1=NN(C=C1N(C(CCSCC1C(C1)(F)F)=O)CC)C=1C=NC=CC1